1-(5-(9-(1-Benzyl-3,3-difluoropiperidin-4-yl)-3,9-diazaspiro[5.5]undecane-3-carbonyl)-2-chlorophenyl)dihydropyrimidine-2,4(1H,3H)-dione C(C1=CC=CC=C1)N1CC(C(CC1)N1CCC2(CCN(CC2)C(=O)C=2C=CC(=C(C2)N2C(NC(CC2)=O)=O)Cl)CC1)(F)F